ClC=1C(=NC=C(N1)Cl)N 3,5-dichloropyrazin-2-amine